2-(3,4-dichlorophenyl)-1-ethyl-6-[(3-fluoropyrazol-1-yl)methyl]-4-oxo-pyridine-3-carboxylic acid ClC=1C=C(C=CC1Cl)C=1N(C(=CC(C1C(=O)O)=O)CN1N=C(C=C1)F)CC